gadolinium monosilicate [Si]([O-])([O-])([O-])O.[Gd+3]